C(CC)[Si](C=1C=C(C=CC1)P(N(P(C1=CC=C(C=C1)[Si](CCCC)(CCCC)CCCC)C1=CC=C(C=C1)[Si](CCCC)(CCCC)CCCC)CCC1=CC=CC=C1)C1=CC(=CC=C1)[Si](CCC)(CCC)CCC)(CCC)CCC N-(bis(3-(tripropylsilyl)phenyl)phosphaneyl)-N-phenethyl-1,1-bis(4-(tributylsilyl)phenyl)phosphanamine